(1R,4R)-4-(3-Chloroanilino)-2'-[(2R)-2-methyl-3-{[(5R)-5-methyl-6,7-dihydro-5H-cyclopenta[d]pyrimidin-4-yl]oxy}propyl]-2',3'-dihydrospiro[cyclohexane-1,1'-indene]-4-carboxylic acid ClC=1C=C(NC2(CCC3(C(CC4=CC=CC=C34)C[C@H](COC=3C4=C(N=CN3)CC[C@H]4C)C)CC2)C(=O)O)C=CC1